Isopropyl (S)-2-((S)-2-((((9H-fluoren-9-yl)methoxy)carbonyl)amino)-3-(1-methyl-1H-indol-3-yl)propanamido)-6-diazo-5-oxohexanoate C1=CC=CC=2C3=CC=CC=C3C(C12)COC(=O)N[C@H](C(=O)N[C@H](C(=O)OC(C)C)CCC(C=[N+]=[N-])=O)CC1=CN(C2=CC=CC=C12)C